4-methoxy-N-[rac-(2R,3S)-1-benzyl-2-(2,3-dihydro-1,4-benzodioxin-6-yl)-5-oxopyrrolidin-3-yl]benzenesulfonamide COC1=CC=C(C=C1)S(=O)(=O)N[C@@H]1[C@H](N(C(C1)=O)CC1=CC=CC=C1)C1=CC2=C(OCCO2)C=C1 |r|